Methyl (R)-1-(5-acetyl-5-azaspiro[2.4]heptan-7-yl)-2-(4-(6-((4-cyano-2-fluorobenzyl)oxy)pyridin-2-yl)-2,5-difluorobenzyl)-1H-indole-6-carboxylate C(C)(=O)N1CC2(CC2)[C@H](C1)N1C(=CC2=CC=C(C=C12)C(=O)OC)CC1=C(C=C(C(=C1)F)C1=NC(=CC=C1)OCC1=C(C=C(C=C1)C#N)F)F